C(CCCCCCCCCCCCCCCCC)(=O)O.C(CCCCCCCCCCCCCCCCC)(=O)O.OCC(O)CO.OCC(O)CO.OCC(O)CO triglycerol distearate